C(C)(C)(C)C=1C=C(C=C(C1O)C(C)(C)C)C(C(=O)O)C (3,5-di-t-butyl-4-hydroxy-phenyl)propionic acid